CC1(C(N(CC1)C(=O)NC1=NC(=C(C=C1)OC1=CC(=NC=C1)C=1C=NN(C1)C1CN(CC1)C)C)=O)C 3,3-dimethyl-N-(6-methyl-5-((2-(1-(1-methylpyrrolidin-3-yl)-1H-pyrazol-4-yl)pyridin-4-yl)oxy)pyridin-2-yl)-2-oxopyrrolidine-1-carboxamide